N-(3-((1s,3s)-3-(((4-isopropylpyridazin-3-yl)oxy)methyl)cyclobutyl)-1H-pyrazol-5-yl)thiazolo[5,4-c]pyridin-4-amine C(C)(C)C1=C(N=NC=C1)OCC1CC(C1)C1=NNC(=C1)NC1=NC=CC2=C1SC=N2